3-(4-ethoxyphenyl)-2-hydroxy-2-methyl-N-(p-tolyl)propanamide C(C)OC1=CC=C(C=C1)CC(C(=O)NC1=CC=C(C=C1)C)(C)O